C(CCC)C1=NN(C(N1CC1=CC(=C(C=C1)C=1C(=CC=CC1)S(=O)(=O)NC1=NOC(=C1C)C)COCC)=O)C1=CC=CC=C1 4'-((3-butyl-1-phenyl-5-oxo-1,5-dihydro-4H-1,2,4-triazol-4-yl)methyl)-N-(4,5-dimethylisoxazol-3-yl)-2'-(ethoxymethyl)-[1,1'-biphenyl]-2-sulfonamide